4-(8-methyl-4-oxo-2-thioxo-1,3,8-triazaspiro[4.5]decan-3-yl)-2-trifluoromethylbenzonitrile CN1CCC2(C(N(C(N2)=S)C2=CC(=C(C#N)C=C2)C(F)(F)F)=O)CC1